ClC1=NC=CC2=C1N=C(N=C2N2CCC1(CCN(C1)C)CC2)C2=CC=NC=C2 8-chloro-4-(2-methyl-2,8-diazaspiro[4.5]decan-8-yl)-2-(4-pyridyl)pyrido[3,4-d]pyrimidine